FC1=CC(=C(OC=2C=NC=[N+](C2)[O-])C=C1)C(N([C@@H]1COCC1)C(C)C)=O (S)-5-(4-Fluoro-2-(isopropyl(tetrahydrofuran-3-yl)carbamoyl)phenoxy)pyrimidine 1-oxide